NC1(C(=O)C2=CC=CC=C2)CC=C(C=C1)N 1,4-diaminobenzophenone